(2S)-2,6-diamino-1-[4-[4-[[3-[4-(difluoromethoxy)phenyl]imidazo[1,2-a]pyrazin-8-yl]amino]-2-methylbenzoyl]piperazin-1-yl]hexan-1-one N[C@H](C(=O)N1CCN(CC1)C(C1=C(C=C(C=C1)NC=1C=2N(C=CN1)C(=CN2)C2=CC=C(C=C2)OC(F)F)C)=O)CCCCN